5-(5-(2,6-dimethylmorpholine-4-carbonyl)-1H-pyrrolo[2,3-b]pyridin-1-yl)pyridinecarbonitrile CC1CN(CC(O1)C)C(=O)C=1C=C2C(=NC1)N(C=C2)C=2C=CC(=NC2)C#N